[S].[Zn].[Ni] nickel zinc sulfur